piperidine-4-carboxylic acid (trifluoroacetate) FC(C(=O)O)(F)F.N1CCC(CC1)C(=O)O